2-{[(αr)-6-[4-(2-cycloheptylethyl)-2,5-dioxoimidazolidin-1-yl]spiro[3.3]heptan-2-yl]oxy}pyridine-3-carboxamide C1(CCCCCC1)CCC1NC(N(C1=O)C1CC2(CC(C2)OC2=NC=CC=C2C(=O)N)C1)=O